C(CCCCC)C1=CC=C(C2=CC=C(C2=C1)C)C 7-n-hexyl-1,4-dimethylazulene